3-(1H-pyrazol-4-yl)propan-1-one N1N=CC(=C1)CCC=O